8-[(1R)-1-[2-(1-Hydroxy-1-methyl-ethyl)anilino]ethyl]-3,6-dimethyl-2-phenyl-chromen-4-one OC(C)(C)C1=C(N[C@H](C)C=2C=C(C=C3C(C(=C(OC23)C2=CC=CC=C2)C)=O)C)C=CC=C1